Phosphinyl-guanidine [PH2](=O)NC(=N)N